(Phenyl)pyridine C1(=CC=CC=C1)C1=NC=CC=C1